methyl-(2RS)-2-[2-chloro-4-(4-chlorophenoxy)phenyl]-2-hydroxy-3-(1H-1,2,4-triazol-1-yl)propanoate COC([C@@](CN1N=CN=C1)(O)C1=C(C=C(C=C1)OC1=CC=C(C=C1)Cl)Cl)=O |r|